N(=[N+]=[N-])[C@H]1C[C@@H](OC[C@@H]1OCC(F)(F)F)C(=O)N1[C@H](C2=CC=CC=C2CC1)C1=CC=C(C=C1)F ((2R,4S,5R)-4-azido-5-(2,2,2-trifluoroethoxy)tetrahydro-2H-pyran-2-yl)((S)-1-(4-fluorophenyl)-3,4-dihydroisoquinolin-2(1H)-yl)methanone